5-(5-chloro-2-methyl-3H-imidazo[4,5-b]pyridin-3-yl)-2-methylbenzo[d]oxazole ClC1=CC=C2C(=N1)N(C(=N2)C)C=2C=CC1=C(N=C(O1)C)C2